F[C@H]1C[C@H](CN(C1)C)NC=1N=NC(=C2C1COCC2)C2=C(C=C(C=C2)C)O 2-(4-(((3R,5S)-5-fluoro-1-methylpiperidin-3-yl)amino)-7,8-dihydro-5H-pyrano[3,4-d]pyridazin-1-yl)-5-methylphenol